C(C)(C)(C)OC(C)(C)C bistertiary butyl ether